4-(4-(4-cyanopyridin-2-yl)-1H-1,2,3-triazol-1-yl)-2-hydroxybenzoic acid C(#N)C1=CC(=NC=C1)C=1N=NN(C1)C1=CC(=C(C(=O)O)C=C1)O